NC[C@@H]1NC([C@@H](SCC1)C1=CC(=CC=C1)OC1=CC(=CC=C1)C(F)(F)F)=O (2S,5R)-5-(aminomethyl)-2-[3-[3-(trifluoromethyl)phenoxy]phenyl]-1,4-thiazepan-3-one